(6'-(hydroxymethyl)-6-methoxy-[2,3'-bipyridyl]-5-yl)-5-methyl-3-phenylisoxazole-4-carboxamide OCC1=CC=C(C=N1)C1=NC(=C(C=C1)NC(=O)C=1C(=NOC1C)C1=CC=CC=C1)OC